6-fluorochroman-3-amine FC=1C=C2CC(COC2=CC1)N